C(C)(=O)OC1=C(C=C(C=C1Br)C(C)(C)C1=CC(=C(C(=C1)Br)CC(=O)O)Br)Br.ClC1=C(C=C(C(=C1)Cl)F)C(Cl)(Cl)Cl 2,4-Dichloro-5-fluoro(trichloromethyl)benzene 4-[2-(4-acetoxy-3,5-dibromophenyl)propan-2-yl]-2,6-dibromophenyl-acetate